α-methyl-1,3-benzodioxol-5-propanal CC(C=O)CC1=CC2=C(OCO2)C=C1